C(C)(C)(C)OC(=O)NCCNC N-(t-butoxycarbonyl)-N'-methylethylenediamine